hexadecylmethyldimethoxysilanol C(CCCCCCCCCCCCCCC)O[Si](OC)(OC)C